[Mg].[Li] Lithium Magnesium